(R)-2-(3-(3-(fluoro(4-methyl-4H-1,2,4-triazol-3-yl)methyl)oxetan-3-yl)phenyl)-4-iodoisoindolin-1-one F[C@H](C1(COC1)C=1C=C(C=CC1)N1C(C2=CC=CC(=C2C1)I)=O)C1=NN=CN1C